8-(3,3-difluoropyrrolidin-1-yl)-N-((3S,4S)-3-fluorotetrahydro-2H-pyran-4-yl)-7-(1H-pyrazol-4-yl)-[1,2,4]triazolo[1,5-c]pyrimidin-2-amine FC1(CN(CC1)C=1C=2N(C=NC1C=1C=NNC1)N=C(N2)N[C@@H]2[C@@H](COCC2)F)F